FC=1C=CC(=C(CN2C(C=3N(C[C@@H]2COC)C=C(C3)C3=NC(=NC=C3)NC(C)C)=O)C1)CO (R)-2-(5-fluoro-2-(hydroxymethyl)benzyl)-7-(2-(isopropylamino)pyrimidin-4-yl)-3-(methoxymethyl)-3,4-dihydropyrrolo[1,2-a]pyrazin-1(2H)-one